NC=1SC2=C(N1)C=CC(=C2C2=CC=C(C=C2)N2CCN(CC2)C(=O)NC=2N=C(SC2)C#C)C#N 4-(4-(2-Amino-6-cyanobenzo[d]thiazol-7-yl)phenyl)-N-(2-ethynyl-thiazol-4-yl)-piperazine-1-carboxamide